[(5-chloro-2-methylpyrimidin-4-yl)methyl]carbamate ClC=1C(=NC(=NC1)C)CNC([O-])=O